ClC1=C(C=CC=C1C=1C=C2N(C=C(N(C2=O)C[C@@H]2NCCC2)C)C1)C1=C(C(=CC=C1)C=1C=C2N(C=C(N(C2=O)C[C@@H]2NCCC2)C)C1)Cl 7,7'-(2,2'-dichloro-[1,1'-biphenyl]-3,3'-diyl)bis(3-methyl-2-(((R)-pyrrolidin-2-yl)methyl)pyrrolo[1,2-a]pyrazin-1(2H)-one)